2-((3-(4-(5-(4-(trifluoromethyl)phenyl)octahydropyrrolo[3,4-c]pyrrole-2-carbonyl)phenyl)oxetan-3-yl)oxy)acetic acid FC(C1=CC=C(C=C1)N1CC2C(C1)CN(C2)C(=O)C2=CC=C(C=C2)C2(COC2)OCC(=O)O)(F)F